FC(OC1=CC=C(C=C1)S(=O)(=O)N1CCO[C@@]2(CCN(C2)C2CC3(COC3)C2)C1)F |r| racemic-9-((4-(difluoromethoxy)phenyl)sulfonyl)-2-(2-oxaspiro[3.3]heptan-6-yl)-6-oxa-2,9-diazaspiro[4.5]decane